benzyl 4-[[6-[3-(2-tert-butoxy-2-oxo-ethoxy)phenoxy]-3-pyridyl]oxy]piperidine-1-carboxylate C(C)(C)(C)OC(COC=1C=C(OC2=CC=C(C=N2)OC2CCN(CC2)C(=O)OCC2=CC=CC=C2)C=CC1)=O